OC1=C(C(=O)OC)C=CC(=C1O)O Methyl 2,3,4-trihydroxybenzoate